ClC1=CC=C(C(=N1)C(C(=O)[O-])C(=O)[O-])OC 2-(6-chloro-3-methoxypyridin-2-yl)malonate